2-(2-{[2-(4,5-dimethyl-1H-imidazol-2-yl)ethyl]amino}ethyl)-N-[(3-fluoropyridin-2-yl)methyl]-[1,3]thiazolo[4,5-c]pyridin-4-amine CC=1N=C(NC1C)CCNCCC=1SC2=C(C(=NC=C2)NCC2=NC=CC=C2F)N1